FC1(CCN(CC1)CCCCCCC(=O)NC1=CC=CC=2N(C(N(C21)C)=O)C2C(NC(CC2)=O)=O)F 7-(4,4-difluoropiperidin-1-yl)-N-(1-(2,6-dioxopiperidin-3-yl)-3-methyl-2-oxo-2,3-dihydro-1H-benzo[d]imidazol-4-yl)heptanamide